ClC1=C(OC2=NC=C(C(=C2)S(=O)(=O)NC2CC(C2)O)O)C(=CC(=C1)N1N=C(C(NC1=O)=O)C([2H])(F)F)Cl 2-(2,6-dichloro-4-(6-(difluoromethyl-d)-3,5-dioxo-4,5-dihydro-1,2,4-triazin-2(3H)-yl)phenoxy)-5-hydroxy-N-((1s,3s)-3-hydroxycyclobutyl)pyridine-4-sulfonamide